2-Chloro-N-((3R,4S)-6-chloro-7-fluoro-4-hydroxychroman-3-yl)-6-(3-hydroxyazetidin-1-yl)pyridine-4-sulfonamide ClC1=NC(=CC(=C1)S(=O)(=O)N[C@@H]1COC2=CC(=C(C=C2[C@@H]1O)Cl)F)N1CC(C1)O